6-bromo-2-methoxyquinazoline BrC=1C=C2C=NC(=NC2=CC1)OC